NC1=C(C=2C(=NC=C(C2S1)F)C=1C2=C(C=3C=NC(=NC3C1F)N1C[C@H](CC1)N(C)C[C@H](C)O)COC2)C#N 2-Amino-7-fluoro-4-(5-fluoro-3-((S)-3-(((S)-2-hydroxypropyl)(methyl)-amino)pyrrolidin-1-yl)-7,9-dihydrofuro[3,4-f]-quinazolin-6-yl)thieno-[3,2-c]pyridine-3-carbonitrile